ClC=1C(=NC(=NC1)N1CCC(CC1)NC1=CC=C2C(=NN(C2=C1)C)C1C(NC(CC1)=O)=O)NC1=CC2=C(N(C(N2CCC(C)(C)O)=O)C([2H])([2H])[2H])C=C1 3-[6-[[1-[5-chloro-4-[[3-(3-hydroxy-3-methyl-butyl)-2-oxo-1-(trideuteriomethyl)benzimidazol-5-yl]amino]pyrimidin-2-yl]-4-piperidyl]amino]-1-methyl-indazol-3-yl]piperidine-2,6-dione